2-(cyanomethyl)piperazine C(#N)CC1NCCNC1